6-{3-[3-({[1,2,4]triazolo[1,5-a]pyridin-8-yl}methoxy)propanoyl]-3,8-diazabicyclo[3.2.1]octan-8-yl}pyridine-3-carbaldehyde N=1C=NN2C1C(=CC=C2)COCCC(=O)N2CC1CCC(C2)N1C1=CC=C(C=N1)C=O